(4-styryl)-2,3,4,9-tetrahydro-1H-carbazol-1-amine C(=CC1=CC=CC=C1)C1CCC(C=2NC3=CC=CC=C3C12)N